[(dimethylfluorenyl)phenyl][(dibenzofuranyl)phenyl]amine CC=1C(=C(C=2CC3=CC=CC=C3C2C1)C1=C(C=CC=C1)NC1=C(C=CC=C1)C1=CC=CC=2OC3=C(C21)C=CC=C3)C